FC1([C@H](C2=C(N(N=C2C(F)(F)F)CCC2=CSC=C2)C1)O)F (4S)-5,5-difluoro-1-(2-thiophen-3-ylethyl)-3-(trifluoromethyl)-4,6-dihydrocyclopenta[c]pyrazol-4-ol